OCCN1CCN(CC1)CCNC=C1C(N(CCC1=O)C1=CC=CC=C1)=O 3-(((2-(4-(2-hydroxyethyl)piperazin-1-yl)ethyl)amino)methylene)-1-phenylpiperidine-2,4-dione